FC=1C(=NC=CC1)SC=1C=2N(C=C(C1)C=1C=NN(C1C)C1CCN(CC1)C[C@@H](C)OC)N=CC2C#N (R)-4-((3-fluoropyridin-2-yl)thio)-6-(1-(1-(2-methoxypropyl)piperidin-4-yl)-5-methyl-1H-pyrazol-4-yl)pyrazolo[1,5-a]pyridine-3-carbonitrile